1-methyl-4-thiopseudouridine CN1C=C([C@H]2[C@H](O)[C@H](O)[C@@H](CO)O2)C(NC1=O)=S